C(C#CC)(=O)N1CC2=C([C@@H](C1)C1=C(C=CC=C1)C=1C(=NN(C1)CC)C(F)(F)F)C=C(S2)C#N (S)-6-(But-2-ynoyl)-4-(2-(1-ethyl-3-(trifluoromethyl)-1H-pyrazol-4-yl)phenyl)-4,5,6,7-tetrahydrothieno[2,3-c]pyridine-2-carbonitrile